3-amino-6-(1-methyl-6-oxo-1,6-dihydropyridin-3-yl)-N-((6-(methylamino)pyridin-2-yl)methyl)-5-(oxazol-2-yl)pyrazine-2-carboxamide NC=1C(=NC(=C(N1)C=1OC=CN1)C1=CN(C(C=C1)=O)C)C(=O)NCC1=NC(=CC=C1)NC